N1=C(C=CC2=NC=CC=C12)\C=C/1\C(NC(N1)=S)=O (5Z)-5-(1,5-naphthyridin-2-ylmethylene)-2-thioxo-imidazolidin-4-one